FC1=CC=2C=3N(C(=NC2C=C1)NC=1C(N=CC=CC1)=O)N=C(N3)C=3C=NN(C3)C (3R)-3-{[9-fluoro-2-(1-methyl-1H-pyrazol-4-yl)[1,2,4]triazolo[1,5-c]quinazolin-5-yl]amino}azepin-2-one